FC=1C=C(C=C(C1)F)C1=C(C=[N+](C=C1)[O-])F 4-(3,5-difluorophenyl)-3-fluoropyridine 1-oxide